(S)-N-(cyano(cyclopropyl)methyl)-4-(5-methyl-2-((1-(piperidin-4-yl)-1H-pyrazol-4-yl)amino)pyrimidin-4-yl)benzamide C(#N)[C@@H](NC(C1=CC=C(C=C1)C1=NC(=NC=C1C)NC=1C=NN(C1)C1CCNCC1)=O)C1CC1